N1(CCCCC1)NC(=O)C1=NN(C(=C1C)C1=CC=C(C=C1)Cl)C1=C(C=C(C=C1)Cl)Cl N-(piperidin-1-yl)-5-(4-chlorophenyl)-1-(2,4-dichlorophenyl)-4-methyl-1H-pyrazole-3-carboxamide